(dimethylamino)triethylsilane CN(C)[Si](CC)(CC)CC